ClC1=C(C=C(OCCCN2C(=CC(=C2)N(C=2C=C(C=CC2)C)CC2=CC(=CC=C2)C=O)C(=O)O)C=C1C)C 1-(3-(4-chloro-3,5-dimethylphenoxy)propyl)-4-((3-formylbenzyl)(m-tolyl)amino)-1H-pyrrole-2-carboxylic acid